tert-butyl (S)-3-(3-bromophenyl)-2-((tert-butoxycarbonyl)amino)propanoate BrC=1C=C(C=CC1)C[C@@H](C(=O)OC(C)(C)C)NC(=O)OC(C)(C)C